COCC1=NC(=NO1)C=1C=C2CC[C@H](C2=CC1)NC(=O)C1=CC=NN1C (R)-N-(5-(5-(methoxymethyl)-1,2,4-oxadiazol-3-yl)-2,3-dihydro-1H-inden-1-yl)-1-methyl-1H-pyrazole-5-carboxamide